monochlorodiethyl-aluminum Cl[Al](CC)CC